3-(5-(3-(2-methylisoindolin-4-yl)-2-oxoimidazolidin-1-yl)-1-oxoisoindolin-2-yl)piperidine-2,6-dione CN1CC2=CC=CC(=C2C1)N1C(N(CC1)C=1C=C2CN(C(C2=CC1)=O)C1C(NC(CC1)=O)=O)=O